N[C@@H](C)C(=O)N[C@@H](C)C(=O)N alanyl-alanyl-amine